methyl (2S)-2-(tert-butoxy carbonyl amino)-3-[(3S)-2-oxopyrrolidin-3-yl]propanoate C(C)(C)(C)OC(=O)N[C@H](C(=O)OC)C[C@H]1C(NCC1)=O